(S)-2-(4-(6-((4-cyano-furo[3,2-c]pyridin-7-yl)methoxy)pyridin-2-yl)-2,5-difluorobenzyl)-1-((oxetane-2-yl)methyl)-3-oxo-2,3-dihydro-1H-indazole-6-carboxylic acid C(#N)C1=NC=C(C2=C1C=CO2)COC2=CC=CC(=N2)C2=CC(=C(CN1N(C3=CC(=CC=C3C1=O)C(=O)O)C[C@H]1OCC1)C=C2F)F